3-(thiophen-3-yl)-1,2-oxazole-5-carboxamide S1C=C(C=C1)C1=NOC(=C1)C(=O)N